6-(3-amino-5-fluoro-6-(4-(4-isopropylpiperazin-1-yl)phenyl)pyrazin-2-yl)-7-fluoro-4-methylisoquinolin-1(2H)-one NC=1C(=NC(=C(N1)F)C1=CC=C(C=C1)N1CCN(CC1)C(C)C)C=1C=C2C(=CNC(C2=CC1F)=O)C